2-[2-(difluoromethyl)-6-methoxypyrimidin-4-yl]-1-[(2S)-7-methyl-6-(2-methyl-2H-tetrazol-5-yl)-3,4-dihydro-1H-spiro[1,8-naphthyridine-2,3'-pyrrolidin]-1'-yl]propan-1-one FC(C1=NC(=CC(=N1)C(C(=O)N1C[C@]2(CC1)NC1=NC(=C(C=C1CC2)C=2N=NN(N2)C)C)C)OC)F